tert-butyl 3-methyl-4-(pyrrolidine-1-carbonyl)piperazine-1-carboxylate CC1CN(CCN1C(=O)N1CCCC1)C(=O)OC(C)(C)C